(4-((2R,3S,5R)-3-(3,4-difluoro-2-methoxyphenyl)-5-methyl-5-(trifluoromethyl)tetrahydrothiophene-2-carboxamido)thiophen-2-yl)boric acid FC=1C(=C(C=CC1F)[C@H]1[C@@H](S[C@](C1)(C(F)(F)F)C)C(=O)NC=1C=C(SC1)OB(O)O)OC